[C@H]12OC[C@](CC1)(C2)C=2N=C1N(C=C(C(=C1)OC(C)C)C(=O)NC=1C=NN3C1N=CC=C3)C2 2-((1S,4R)-2-oxabicyclo[2.2.1]hept-4-yl)-7-isopropoxy-N-(pyrazolo[1,5-a]pyrimidin-3-yl)imidazo[1,2-a]pyridine-6-carboxamide